2-methyl-2-[(5-nitropyridin-2-yl)disulfanyl]propan-1-ol CC(CO)(C)SSC1=NC=C(C=C1)[N+](=O)[O-]